2-sulfonylpentanamide S(=O)(=O)=C(C(=O)N)CCC